FC1=CC=C(C(=C1C#N)[N+](=O)[O-])OC 6-FLUORO-3-METHOXY-2-NITROBENZONITRILE